C(C)(=O)C1=C(C2=C(N=C(N=C2)NC2=CC=C(C=N2)N2CCN(CC2)S(=O)(=O)NCCOC)N(C1=O)C1CCCC1)C 4-(6-((6-Acetyl-8-cyclopentyl-5-methyl-7-oxo-7,8-dihydropyrido[2,3-d]-pyrimidin-2-yl)amino)pyridin-3-yl)-N-(2-methoxyethyl)piperazine-1-sulfonamide